(S)-N-((R)-benzo[d]thiazol-2-yl(3-chloro-4-fluoro-phenyl)methyl)-2-oxo-imidazolidine-4-carboxamide S1C(=NC2=C1C=CC=C2)[C@H](NC(=O)[C@H]2NC(NC2)=O)C2=CC(=C(C=C2)F)Cl